6-bromo-1-(pyridin-4-ylmethyl)-1H-pyrrolo[3,2-c]pyridine BrC1=CC2=C(C=N1)C=CN2CC2=CC=NC=C2